O[C@@H](C(=O)N[C@@H](CC(=O)OC)C=1C=NC=C(C1)C1=C(C=CC=C1OCCCC=C)C)CC=C Methyl (S)-3-((R)-2-hydroxypent-4-enamido)-3-(5-(2-methyl-6-(pent-4-en-1-yloxy)phenyl)pyridin-3-yl)propanoate